(3-(dimethylamino)propyl)-2-hydroxy-2-methyl-4-(2,4,5-trimethyl-3,6-dioxocyclohexa-1,4-dienyl)butanamide CN(CCCC(C(C(=O)N)(C)O)CC1=C(C(C(=C(C1=O)C)C)=O)C)C